FC1=C(C=C(C=C1)F)[C@H]1CC[C@H](CC1)OC[C@@H]1N(CCC[C@@H]1NS(=O)(=O)C)C(=O)OC methyl (2R,3S)-2-(((cis-4-(2,5-difluorophenyl)cyclohexyl)oxy)methyl)-3-((methylsulfonyl)amino)piperidine-1-carboxylate